L-fructose OCC(=O)[C@H](O)[C@@H](O)[C@@H](O)CO